CN1N=CC2=CC=C(C(=C12)NS(=O)(=O)C=1C=NN(C1)C1=NC=CC(=C1)C(F)(F)F)C N-(1,6-DIMETHYL-1H-INDAZOL-7-YL)-1-(4-(TRIFLUOROMETHYL)PYRIDIN-2-YL)-1H-PYRAZOLE-4-SULFONAMIDE